5-(4-methoxyphenyl)-N-[(3-methoxyphenyl)methyl]-1-methyl-1H-imidazol-2-amine COC1=CC=C(C=C1)C1=CN=C(N1C)NCC1=CC(=CC=C1)OC